C(CCCCC)(=O)O.C(CCCCC)(=O)O caproic acid (caproate)